C(C)N1N=C2C(=CC=C(C2=C1)N1CCN(CC1)C)C(=O)NC=1C=C(C=2N(C1)C=C(N2)C)F 2-ethyl-N-{8-fluoro-2-methylimidazo[1,2-a]pyridin-6-yl}-4-(4-methylpiperazin-1-yl)indazole-7-carboxamide